(5-(2-(4-fluorophenyl)butanamido)-4-(methoxycarbonyl)-3-methylthiophene-2-carbonyl)-D-valyl-D-valine FC1=CC=C(C=C1)C(C(=O)NC1=C(C(=C(S1)C(=O)N[C@H](C(C)C)C(=O)N[C@H](C(C)C)C(=O)O)C)C(=O)OC)CC